(2-Tert-butoxycarbonylisoindolin-5-yl)boronic acid C(C)(C)(C)OC(=O)N1CC2=CC=C(C=C2C1)B(O)O